C(C)(=O)C1(CCC(CC1)=O)C(=O)OCC ethyl 1-acetyl-4-oxocyclohexane-1-carboxylate